FC(CCCCCN1C(C2=CC=CC=C2C1=O)=O)(C1=C(C=CC=C1)B1OC(C(O1)(C)C)(C)C)F 2-[6,6-difluoro-6-[2-(4,4,5,5-tetramethyl-1,3,2-dioxaborolan-2-yl)phenyl]hexyl]isoindoline-1,3-dione